C(=O)O.FC=1C=C(C=CC1)N1CC(C1)C1=CC(=C(CN2CC(C2)(O)C)C(=C1)C)C 1-(4-(1-(3-fluorophenyl)azetidin-3-yl)-2,6-dimethylbenzyl)-3-methylazetidin-3-ol formate salt